C(C)(C)(C)[Si](C1=CC=CC=C1)(C1=CC=CC=C1)Cl tert.-Butyldiphenylsilylchloride